C12CN(CC(CC1)N2)C=2N=C(C(=C1C(=C(N=C(C21)OC)C2=CC(=CC1=CC=C(C(=C21)C#C)F)O)F)CO)CO 4-[8-(3,8-diazabicyclo[3.2.1]octan-3-yl)-4-fluoro-5,6-bis(hydroxymethyl)-1-methoxy-2,7-naphthyridin-3-yl]-5-ethynyl-6-fluoro-naphthalen-2-ol